methyl (1R,2S,5S)-3-[(2S)-3,3-dimethyl-2-[[2-(3-pyridyl)acetyl]amino] butanoyl]-6,6-dimethyl-3-azabicyclo[3.1.0]hexane-2-carboxylate CC([C@@H](C(=O)N1[C@@H]([C@H]2C([C@H]2C1)(C)C)C(=O)OC)NC(CC=1C=NC=CC1)=O)(C)C